5-cyclooctylphosphino-1,4-benzenediol C1(CCCCCCC1)PC=1C(=CC=C(C1)O)O